2-bromo-3-(2-(3,6-dihydropyridin-1(2H)-yl)ethyl)-5-methoxy-1H-indole BrC=1NC2=CC=C(C=C2C1CCN1CCC=CC1)OC